4-(2-{[(2R,7aS)-2-fluoro-hexahydro-1H-pyrrolizin-7a-yl]methoxy}-8-fluoro-4-(morpholin-4-yl)quinazolin-7-yl)-5-ethynyl-6-fluoronaphthalen-2-ol F[C@@H]1C[C@@]2(CCCN2C1)COC1=NC2=C(C(=CC=C2C(=N1)N1CCOCC1)C1=CC(=CC2=CC=C(C(=C12)C#C)F)O)F